F[Si](C1=C(C=CC=C1)C1CCCCC1)(C1=C(C=CC=C1)C1CCCCC1)C1=C(C=CC=C1)C1CCCCC1 fluorotris(cyclohexylphenyl)silane